4-fluoro-1-methyl-2-(4-(methylsulfonyl)phenyl)-5-(1'-(tetrahydro-2H-pyran-4-yl)-[1,4'-bipiperidin]-4-yl)-1H-benzo[d]imidazole FC1=C(C=CC=2N(C(=NC21)C2=CC=C(C=C2)S(=O)(=O)C)C)C2CCN(CC2)C2CCN(CC2)C2CCOCC2